1-(azidomethyl)-2-nitro-1H-imidazole N(=[N+]=[N-])CN1C(=NC=C1)[N+](=O)[O-]